3-(4-((9-(4-(4-amino-3-(4-phenoxyphenyl)-1H-pyrazolo[3,4-d]pyrimidin-1-yl)piperidine-1-yl)nonyl)thio)-1-oxoisoindolin-2-yl)piperidine-2,6-dione NC1=C2C(=NC=N1)N(N=C2C2=CC=C(C=C2)OC2=CC=CC=C2)C2CCN(CC2)CCCCCCCCCSC2=C1CN(C(C1=CC=C2)=O)C2C(NC(CC2)=O)=O